4-[(1-benzyloxycarbonyl-4-piperidinyl)sulfonyl]piperazine-1-carboxylic acid tert-butyl ester C(C)(C)(C)OC(=O)N1CCN(CC1)S(=O)(=O)C1CCN(CC1)C(=O)OCC1=CC=CC=C1